2-{[7-amino-4-(3-acetamido-2-methylphenyl)-1-oxo-2,3-dihydro-1H-isoindol-2-yl]methyl}prop-2-enamide NC=1C=CC(=C2CN(C(C12)=O)CC(C(=O)N)=C)C1=C(C(=CC=C1)NC(C)=O)C